(S)-1-((S) or (R)-2-(3-chlorobenzyl)piperidin-1-yl)-3-(4-(methylsulfonyl)phenoxy)propan-2-ol ClC=1C=C(C[C@H]2N(CCCC2)C[C@@H](COC2=CC=C(C=C2)S(=O)(=O)C)O)C=CC1 |o1:5|